N7-(2-(4-methylpiperazin-1-yl)ethyl)-2-(1H-pyrazol-5-yl)thieno[3,2-b]pyridine-5,7-diamine CN1CCN(CC1)CCNC1=C2C(=NC(=C1)N)C=C(S2)C2=CC=NN2